CC1(C(C=2N(CC1)N=CC2)=N)C 5,5-dimethyl-6,7-dihydropyrazolo[1,5-a]pyridin-4(5H)-imine